diisodecyl (phenyl) phosphite P(OCCCCCCCC(C)C)(OCCCCCCCC(C)C)OC1=CC=CC=C1